FC(OC=1C=C(C=CC1F)C=1C=C2C(=NC1)C=NN2CC2=CN=C(O2)C)F 5-[[6-[3-(Difluoromethoxy)-4-fluoro-phenyl]pyrazolo[4,3-b]pyridin-1-yl]methyl]-2-methyl-oxazole